ethyl N-(diphenylmethylidene)-2-methoxyphenylalaninate C1(=CC=CC=C1)C(=N[C@@H](CC1=C(C=CC=C1)OC)C(=O)OCC)C1=CC=CC=C1